O(C1=CC=CC=C1)C1=CC=C(N(CCO)CCO)C=C1 4-phenoxy-N,N-bis(2-hydroxyethyl)aniline